butyl 1-(4-(3-oxo-1-phenyl-2,7,10-trioxa-4-azadodecan-12-yl)piperazin-1-yl)-3,6,9,12-tetraoxapentadecan-15-oate O=C(OCC1=CC=CC=C1)NCCOCCOCCN1CCN(CC1)CCOCCOCCOCCOCCC(=O)OCCCC